(3S,4S)-3-((3-cyclopropyl-7-((3-fluorophenyl)amino)pyrazolo[1,5-a]pyrimidin-5-yl)amino)piperidin-4-ol hydrochloride Cl.C1(CC1)C=1C=NN2C1N=C(C=C2NC2=CC(=CC=C2)F)N[C@H]2CNCC[C@@H]2O